ClC1=C(OC=2C=CC(=C(C(=O)O)C2)OC)C(=CC(=C1)N1N=C(C(NC1=O)=O)Cl)Cl 5-(2,6-dichloro-4-(6-chloro-3,5-dioxo-4,5-dihydro-1,2,4-triazin-2(3H)-yl)phenoxy)-2-methoxybenzoic acid